O1C2=C(OCC1)C(=CC=C2)NC2=NC=1N(C(=C2)NC)N=CC1C(=O)NC1CC(C1)(C)O 5-((2,3-dihydrobenzo[b][1,4]dioxin-5-yl)amino)-N-(3-hydroxy-3-methylcyclobutyl)-7-(methylamino)pyrazolo[1,5-a]pyrimidine-3-carboxamide